ethylene oxide diacrylate C(C=C)(=O)O.C(C=C)(=O)O.C1CO1